4-((1-(4-(2-(2-Aminopyridin-3-yl)-5-(6-methoxypyridin-2-yl)-3H-imidazo[4,5-b]pyridin-3-yl)benzyl)piperidin-4-yl)amino)pyrimidine-2-carbonitrile NC1=NC=CC=C1C1=NC=2C(=NC(=CC2)C2=NC(=CC=C2)OC)N1C1=CC=C(CN2CCC(CC2)NC2=NC(=NC=C2)C#N)C=C1